FC1=NNC2=CC(=C(C=C12)F)/C=C/C(=O)NC1=C(C=CC(=C1C)F)CCC(=O)O (E)-3-(2-(3-(3,5-difluoro-1H-indazol-6-yl)acrylamido)-4-fluoro-3-methylphenyl)propanoic acid